COC(C(C=1N=CSC1)=[N+]=[N-])=O.FC(C(C(C(C(F)(F)F)(C(F)(F)F)F)(OC)F)(F)F)(F)F decafluoro-3-methoxy-2-(trifluoromethyl)pentane methyl-2-diazo-2-(thiazol-4-yl)acetate